2-[2-chloro-4-(trifluoromethyl)phenoxy]-1-[4-(2-tetrahydropyran-4-yl-3H-imidazo[4,5-b]pyridin-7-yl)-1-piperidyl]propan-1-one ClC1=C(OC(C(=O)N2CCC(CC2)C2=C3C(=NC=C2)NC(=N3)C3CCOCC3)C)C=CC(=C1)C(F)(F)F